CC=1C=C(C=C2CCC(NC12)=O)[N+](=O)[O-] 8-methyl-6-nitro-3,4-dihydro-1H-quinolin-2-one